CN(C(CC1(CCO[C@]2(CCC=C2)C1)C1=NC=CC=C1)=O)OC N-methyl-N-methoxy-(R)-2-(9-(pyridin-2-yl)-6-oxaspiro[4.5]decen-9-yl)acetamide